BrC=C(CCCC)Br 1,2-dibromo-1-hexene